(S)-2-Amino-4-((2-hydroxy-1-phenylethyl-2,2-d2)amino)pyrimidine-5-carbohydrazide NC1=NC=C(C(=N1)N[C@H](C([2H])([2H])O)C1=CC=CC=C1)C(=O)NN